[Mg+2].O[C@@H](CC(=O)[O-])C.O[C@@H](CC(=O)[O-])C (R)-3-hydroxybutyric acid magnesium salt